4-[rel-(1S)-1-(4-bromophenyl)ethyl]morpholine BrC1=CC=C(C=C1)[C@H](C)N1CCOCC1 |o1:7|